8-methyl-4-[2-methylsulfanyl-8-(4-morpholinophenyl)-7-oxo-pyrido[2,3-d]pyrimidin-6-yl]-2,3-dihydroquinoxaline-1-carboxylic acid benzyl ester C(C1=CC=CC=C1)OC(=O)N1CCN(C2=CC=CC(=C12)C)C1=CC2=C(N=C(N=C2)SC)N(C1=O)C1=CC=C(C=C1)N1CCOCC1